benzyl (2S,4R)-2-((((S)-3-((tert-butoxycarbonyl)amino)-5-methyl-4-oxo-2,3,4,5-tetrahydrobenzo[b][1,4]oxazepin-7-yl)oxy)methyl)-4-((tert-butyldimethylsilyl)oxy)pyrrolidine-1-carboxylate C(C)(C)(C)OC(=O)N[C@@H]1C(N(C2=C(OC1)C=CC(=C2)OC[C@H]2N(C[C@@H](C2)O[Si](C)(C)C(C)(C)C)C(=O)OCC2=CC=CC=C2)C)=O